4-bromo-3-(7-fluoro-1-(pyridazin-3-ylmethyl)-benzimidazol-2-yl)isoxazole BrC=1C(=NOC1)C1=NC2=C(N1CC=1N=NC=CC1)C(=CC=C2)F